N-[(4S)-6-cyanochroman-4-yl]-8-(3,5-dichlorophenyl)-4-(dimethylamino)-1,7-naphthyridine-3-carboxamide C(#N)C=1C=C2[C@H](CCOC2=CC1)NC(=O)C=1C=NC2=C(N=CC=C2C1N(C)C)C1=CC(=CC(=C1)Cl)Cl